2-(2,6-dioxopiperidin-3-yl)-4-fluoro-5-((4-(4-(1-(4-hydroxyphenyl)-2-phenylbutan-1-En-1-yl)phenyl)piperazin-1-yl)methyl)isoindoline-1,3-dione O=C1NC(CCC1N1C(C2=CC=C(C(=C2C1=O)F)CN1CCN(CC1)C1=CC=C(C=C1)C(=C(CC)C1=CC=CC=C1)C1=CC=C(C=C1)O)=O)=O